1-(4-METHOXYPHENYL)-1-ETHANONE COC1=CC=C(C=C1)C(C)=O